N-acetyl-cysteine sulfate S(=O)(=O)(O)O.C(C)(=O)N[C@@H](CS)C(=O)O